C(C)N1C2=CC=CC=C2C=2C=C(C=CC12)CN(CC)CC 1-(9-ethyl-9H-carbazol-3-yl)-N,N-diethylmethylamine